4-((R)-4-acryloyl-3-methylpiperazin-1-yl)-7-(2-amino-6-chloro-3,4,5-trifluorophenyl)-6-chloro-1-(2-isopropyl-4-Methylpyridin-3-yl)-2-oxo-1,2-dihydro-1,8-naphthyridine-3-carbonitrile C(C=C)(=O)N1[C@@H](CN(CC1)C1=C(C(N(C2=NC(=C(C=C12)Cl)C1=C(C(=C(C(=C1Cl)F)F)F)N)C=1C(=NC=CC1C)C(C)C)=O)C#N)C